Benzyl N-[6-(trifluoromethyl)oxan-3-yl]carbamate FC(C1CCC(CO1)NC(OCC1=CC=CC=C1)=O)(F)F